N'-((3,3-dimethyl-1,2,3,5,6,7-hexahydrodicyclopenta[b,e]pyridin-8-yl)carbamoyl)-5-(2-hydroxypropan-2-yl)-1-isopropyl-1H-pyrazole-3-sulfonimidamide CC1(CCC=2C1=NC1=C(C2NC(=O)N=S(=O)(N)C2=NN(C(=C2)C(C)(C)O)C(C)C)CCC1)C